ClC1=C2CCNCC2=CC=C1 5-chloro-1,2,3,4-tetrahydroisoquinoline